ClC1=C(C(=CC=C1)F)C=1C=C2C(=NN(C2=CC1)C(C1=CC=CC=C1)(C1=CC=CC=C1)C1=CC=CC=C1)NC(=O)C1CN(CCC1)C N-[5-(2-chloro-6-fluorophenyl)-1-trityl-1H-indazol-3-yl]-1-methylpiperidine-3-carboxamide